ClC=1C(=NC(=NC1)N1CC(CCC1)COC1=CC=C(C=C1)C1CCNCC1)NC=1C=C2C=C(C(N(C2=CC1)C)=O)OCC(=O)NC 2-([6-[(5-chloro-2-[3-[4-(piperidin-4-yl)phenoxymethyl]piperidin-1-yl]pyrimidin-4-yl)amino]-1-methyl-2-oxoquinolin-3-yl]oxy)-N-methylacetamide